N-(4-(2,4-dihydroxyphenyl)thiazol-2-yl)isobutyramide OC1=C(C=CC(=C1)O)C=1N=C(SC1)NC(C(C)C)=O